N-(1-cyclobutyl-6-(1-hydroxypropyl)-1H-benzo[d]imidazol-2-yl)-3,3-dimethylbutanamide C1(CCC1)N1C(=NC2=C1C=C(C=C2)C(CC)O)NC(CC(C)(C)C)=O